BrC[C@@]1(CC(C(O1)=O)=C)C1=CC=CC=C1 (R)-5-(bromomethyl)-3-methylene-5-phenyldihydrofuran-2(3H)-one